5-(4-fluoro-1,2-dimethyl-1H-benzo[d]imidazol-6-yl)-N-((1-methylazetidin-3-yl)methyl)-7H-pyrrolo[2,3-d]pyrimidin-2-amine FC1=CC(=CC=2N(C(=NC21)C)C)C2=CNC=1N=C(N=CC12)NCC1CN(C1)C